(6-vinyl-3,4-dihydronaphthalen-1-yl)methylamine, hydrochloride Cl.C(=C)C=1C=C2CCC=C(C2=CC1)CN